S(=O)(=O)=NC(=O)N N-sulfonyl-urea